3,7-Difluoro-4-methoxy-2-methyl-1-(phenylsulfonyl)-1H-indole FC1=C(N(C2=C(C=CC(=C12)OC)F)S(=O)(=O)C1=CC=CC=C1)C